3-(2-pyridinyl)-1H-pyrrole-2-carboxylic acid benzyl ester C(C1=CC=CC=C1)OC(=O)C=1NC=CC1C1=NC=CC=C1